C(C[2H])([2H])C1=C(C(=C(C(=C1[2H])[2H])NC(=O)NC1=CNC2=CC=CC=C12)[2H])[2H] 1-(4-(ethyl-1,2-d2)phenyl-2,3,5,6-d4)-3-(1H-indol-3-yl)urea